2-(6-(((1s,2s,3r,5r)-2-fluoro-1,5-dimethyl-8-azabicyclo[3.2.1]oct-3-yl)oxy)pyridazin-3-yl)-5-(1H-pyrazol-4-yl)phenol F[C@H]1[C@@]2(CC[C@](C[C@H]1OC1=CC=C(N=N1)C1=C(C=C(C=C1)C=1C=NNC1)O)(N2)C)C